CC=1N=C2N(N=CC(=C2)C)C1C(=O)OCC Ethyl 2,7-dimethylimidazo[1,2-b]pyridazine-3-carboxylate